1-((tetrahydro-2H-pyran-4-yl)methyl)-3-((4-(trifluoromethyl)pyridin-3-yl)oxy)-1H-pyrrole-2,5-dione O1CCC(CC1)CN1C(C(=CC1=O)OC=1C=NC=CC1C(F)(F)F)=O